(1R,2R,3S)-4'-bromo-3-(hydroxymethyl)-5-((triisopropylsilyl)oxy)-1,2,3,4-tetrahydro-[1,1'-biphenyl]-2-carboxylic acid BrC1=CC=C(C=C1)[C@H]1[C@H]([C@H](CC(=C1)O[Si](C(C)C)(C(C)C)C(C)C)CO)C(=O)O